3-[2-(4-chloro-3-fluorophenoxy)acetamido]-N-[(4-chloro-3-fluorophenyl)methyl]-N-(2-hydroxyethyl)bicyclo[1.1.1]pentane-1-carboxamide ClC1=C(C=C(OCC(=O)NC23CC(C2)(C3)C(=O)N(CCO)CC3=CC(=C(C=C3)Cl)F)C=C1)F